3-((2S)-3-(8-(4-(aminomethyl)phenylsulfonyl)-1-oxa-8-azaspiro[4.5]decan-3-ylamino)-2-hydroxypropoxy)-N,N-dimethylbenzenesulfonamide NCC1=CC=C(C=C1)S(=O)(=O)N1CCC2(CC(CO2)NC[C@@H](COC=2C=C(C=CC2)S(=O)(=O)N(C)C)O)CC1